C(#N)C=1C(=NC(=CC1C(F)(F)F)C)N1[C@@H](SCC1)C(=O)N(C=1C=C(C=CC1)C)C (S)-3-(3-cyano-6-methyl-4-(trifluoromethyl)pyridin-2-yl)-N-methyl-N-(m-tolyl)thiazolidine-2-carboxamide